1-(2-tert-butoxyethoxy)hexane C(C)(C)(C)OCCOCCCCCC